ClCC(C(CC1=CC=CC=C1)NC(=O)OC(C)(C)C)=O 1-chloro-3-(tert-butoxycarbonyl)amino-4-phenyl-2-butanone